C(C=C(C)C)S 2-i-pentenyl mercaptan